C(CCCCCCC)C1=CC2=C(C=C1)C=1SC3=C(C1S2)C=CC(=C3)CCCCCCCC 2,7-dioctyl-[1]benzothieno[3,2-B]benzothiophene